2-methoxythioxanthone COC1=CC=2C(C3=CC=CC=C3SC2C=C1)=O